BrC1=CC(=C(CP(C)(C)=O)C=C1)NC (4-bromo-2-(methylamino)benzyl)dimethylphosphine oxide